(4-(1-(tetrahydrofuran-3-yl)-4-(trifluoromethyl)-1H-imidazol-2-yl)phenyl)methanamine O1CC(CC1)N1C(=NC(=C1)C(F)(F)F)C1=CC=C(C=C1)CN